1-(5-((4-(3-(1-acetylpiperidin-4-yl)phenyl)-5-chloropyrimidin-2-yl)amino)pyridin-3-yl)pyrrolidin-2-one C(C)(=O)N1CCC(CC1)C=1C=C(C=CC1)C1=NC(=NC=C1Cl)NC=1C=C(C=NC1)N1C(CCC1)=O